(S)-3-(5-(7,8-dimethyl-[1,2,4]triazolo[1,5-a]pyridin-6-yl)-4-isopropyl-1H-pyrazol-3-yl)-8-isopropyl-6,6a,7,8,9,10-hexahydropyrazino[1,2-d]pyrido[3,2-b][1,4]oxazine CC1=C(C=2N(C=C1C1=C(C(=NN1)C1=CC=3OC[C@H]4N(C3N=C1)CCN(C4)C(C)C)C(C)C)N=CN2)C